(E,E)-5,7-Dodecadien-1-ol C(CCC\C=C\C=C\CCCC)O